1-((1H-indazol-2-yl)methyl)-3-(2-fluorophenyl)thiourea N1N(CC2=CC=CC=C12)CNC(=S)NC1=C(C=CC=C1)F